Cl.COC1=CC=C(C=C1)C1=NN2C(CNCC2C)=C1C1=CC=NC=C1 2-(4-methoxyphenyl)-7-methyl-3-(pyridin-4-yl)-4,5,6,7-tetrahydropyrazolo[1,5-a]pyrazine hydrogen chloride